1,3-bis(3-hydroxypropyl)-hexamethyl-trisiloxane OCCC[Si](O[Si](O[Si](C)(C)C)(CCCO)C)(C)C